COC1=CC=C(C=C1)C1=NC(=NC(=N1)C(Cl)(Cl)Cl)C(Cl)(Cl)Cl 2-(4-methyl-oxyphenyl)-4,6-bis(trichloromethyl)-1,3,5-triazine